N-((3R,4S)-1-(cyclopropylsulfonyl)-3-methylpiperidin-4-yl)-5-isopropoxy-6-(1H-pyrazol-4-yl)-[1,2,4]triazolo[1,5-a]pyridin-2-amine C1(CC1)S(=O)(=O)N1C[C@H]([C@H](CC1)NC1=NN2C(C=CC(=C2OC(C)C)C=2C=NNC2)=N1)C